FC1=C(C=C(C=C1)F)N1C(N([C@H](C1)C#N)C1=CN=CC2=CC=CC=C12)=O |r| Racemic-1-(2,5-difluorophenyl)-3-(isoquinolin-4-yl)-2-oxoimidazolidine-4-carbonitrile